FC1=C(C=CC(=C1)F)C(CN1CCN(CCCC1)C1=NC=CN=C1)(CN1N=CN=C1)O 2-(2,4-Difluorophenyl)-1-(4-(pyrazin-2-yl)-1,4-diazocan-1-yl)-3-(1H-1,2,4-triazol-1-yl)propan-2-ol